2-(4-methoxy-6-(1-methylcyclopropyl)pyrimidin-5-yl)-6,7-dihydropyrazolo[1,5-a]pyrimidin-5(4H)-one COC1=NC=NC(=C1C1=NN2C(NC(CC2)=O)=C1)C1(CC1)C